OCCS(=O)(=O)NC1=CC(=C(C(=O)N)C=C1)N1CCC2(CC2)CC1 4-(2-hydroxyethyl)sulfonamido-2-(6-azaspiro[2.5]octan-6-yl)benzamide